O1CCC2=C1C=CC(=C2)S(=O)(=O)N2CCC(CC2)C=2C(=CC=1N(C2)N=C(N1)C)C 6-(1-((2,3-dihydrobenzofuran-5-yl)sulfonyl)piperidin-4-yl)-2,7-dimethyl-[1,2,4]triazolo[1,5-a]pyridine